(R)-methyl 6-(1-(3-(1H-1,2,3-triazol-1-yl)propanoyl)piperidin-3-yl)-4-(4-ethylpyridin-3-yl)-7-fluoro-1H-indole-2-carboxylate N1(N=NC=C1)CCC(=O)N1C[C@H](CCC1)C1=CC(=C2C=C(NC2=C1F)C(=O)OC)C=1C=NC=CC1CC